methyl 2-amino-6-(1,1-difluoroethyl)nicotinate NC1=C(C(=O)OC)C=CC(=N1)C(C)(F)F